N[C@@](C(=O)OC(C)(C)C)(C)C1=C(C=C(C=C1)I)[N+](=O)[O-] tert-Butyl (S)-2-amino-2-(4-iodo-2-nitrophenyl)propanoate